C(#N)C1=CNC2=C(C=CC(=C12)C)NS(=O)(=O)C=1C=NN(C1)CC(N1CCCC1)=O N-(3-cyano-4-methyl-1H-indol-7-yl)-1-(2-oxo-2-pyrrolidin-1-yl-ethyl)pyrazole-4-sulfonamide